C1OCC2=CC(=CC=C12)C(C)=O 1-(1,3-dihydroisobenzofuran-5-yl)ethan-1-one